ClC=1C=CC=2NC3=CC=C(C=C3C2C1)Cl 3,6-dichloro-carbazole